C(C)OC(=O)C=1C(=NC2=CC(=CC=C2C1N[C@@](CO[Si](C)(C)C(C)(C)C)(CCCC)C)F)Cl (R)-4-((1-((tert-butyldimethylsilyl)oxy)-2-methylhex-2-yl)amino)-2-chloro-7-fluoroquinoline-3-carboxylic acid ethyl ester